C1(CC1)S(=O)(=O)NC1=NC=CC(=N1)C(C(=O)NC1=CC=C(C=C1)C1=NC(=CN=C1)C(F)(F)F)(C)C 2-(2-(cyclopropanesulfonamido)pyrimidin-4-yl)-2-methyl-N-(4-(6-(trifluoromethyl)pyrazin-2-yl)phenyl)propanamide